C(C(=C)C)(=O)NCCC[N+](C)(C)C (3-(methacryloylamino)propyl)trimethylammonium